BrC=1C=C(C(N2C1C(N(CC2)CCN2S(CCC2)(=O)=O)=O)=O)C(=O)NCC2=CC=C(C=C2)Cl 9-bromo-N-(4-chlorobenzyl)-2-(2-(1,1-dioxidoisothiazolidin-2-yl)ethyl)-1,6-dioxo-1,3,4,6-tetrahydro-2H-pyrido[1,2-a]pyrazine-7-carboxamide